2-(2,3-dihydro-1-benzofuran-5-yl)-2-(((1-methyl-1H-pyrazol-4-yl)acetyl)amino)-N-(4-(trimethylsilyl)phenyl)acetamide O1CCC2=C1C=CC(=C2)C(C(=O)NC2=CC=C(C=C2)[Si](C)(C)C)NC(CC=2C=NN(C2)C)=O